tetracosyl n-tetracosanoate C(CCCCCCCCCCCCCCCCCCCCCCC)(=O)OCCCCCCCCCCCCCCCCCCCCCCCC